C(C)(=O)C1=CN(C2=C(C=C(C=C12)C=1C=NC(=NC1)CF)C)CC(=O)N1[C@@H]2C[C@@]2(C[C@H]1C(=O)NC1=NC(=C(C=C1C)F)Br)C (1R,3S,5R)-2-(2-(3-acetyl-5-(2-(fluoromethyl)pyrimidin-5-yl)-7-methyl-1H-indol-1-yl)acetyl)-N-(6-bromo-5-fluoro-3-methylpyridin-2-yl)-5-methyl-2-azabicyclo[3.1.0]hexane-3-carboxamide